4,7-bis(hydroxymethyl)-1,4a,5,6,7,7a-hexahydrocyclopenta[c]pyran-1-yl 3-methylbutyrate CC(CC(=O)OC1OC=C(C2C1C(CC2)CO)CO)C